4-chlorobenzyl (4-(pyridin-2-ylmethyl)phenyl)carbamate N1=C(C=CC=C1)CC1=CC=C(C=C1)NC(OCC1=CC=C(C=C1)Cl)=O